(R)-4-chloro-2-methyl-6-((1-(3-nitro-5-(trifluoromethyl)phenyl)ethyl)amino)pyrimidine-5-carbaldehyde ClC1=NC(=NC(=C1C=O)N[C@H](C)C1=CC(=CC(=C1)C(F)(F)F)[N+](=O)[O-])C